1-(3-dimethylamino-propyl)-3-ethylcarbodiimide CN(CCCN=C=NCC)C